N1=CC(=CC=C1)C1=CC=CC=2C3=CC=CC=C3NC12 1-(pyridin-3-yl)-9H-carbazole